N-(benzo[d]thiazol-5-ylmethyl)-N-(bicyclo[4.1.0]heptan-3-yl)-4-fluoro-1-tosylpyrrolidine-2-carboxamide S1C=NC2=C1C=CC(=C2)CN(C(=O)C2N(CC(C2)F)S(=O)(=O)C2=CC=C(C)C=C2)C2CC1CC1CC2